(4-(3-cyano-4-hydroxypyridin-2-yl)benzyl)-5-fluoro-2-methoxybenzamide C(#N)C=1C(=NC=CC1O)C1=CC=C(CC=2C(=C(C(=O)N)C=C(C2)F)OC)C=C1